[3-(difluoromethyl)-5-(trifluoromethyl)phenoxy]-3-methoxy-benzaldehyde FC(C=1C=C(OC2=C(C=O)C=CC=C2OC)C=C(C1)C(F)(F)F)F